C(C1=CC=CC=C1)OC1=NC(=CC=C1N1C(N(C2=C1C(=CC(=C2F)N2CCC(CC2)C(OC)OC)F)C)=O)OCC2=CC=CC=C2 1-(2,6-dibenzyloxy-3-pyridyl)-5-[4-(dimethoxymethyl)-1-piperidyl]-4,7-difluoro-3-methyl-benzimidazol-2-one